tributyl-(chloro)silane C(CCC)[Si](Cl)(CCCC)CCCC